1-(4-((3-(5-fluoropyrimidin-2-yl)-2-methoxyphenyl)amino)-5-(methylcarbamoyl)pyrimidin-2-yl)piperidine-4-carboxylic acid FC=1C=NC(=NC1)C=1C(=C(C=CC1)NC1=NC(=NC=C1C(NC)=O)N1CCC(CC1)C(=O)O)OC